5-(2-(3-Methoxyazetidin-1-yl)ethyl)pyridin-2(1H)-one COC1CN(C1)CCC=1C=CC(NC1)=O